CC1CC2=C(CN1C(=O)OC(C)(C)C)C(=NN2)C(=O)OCC 5-tert-butyl 3-ethyl 6-methyl-1H,4H,5H,6H,7H-pyrazolo[4,3-c]pyridine-3,5-dicarboxylate